BrC1=CC=C(C=C1)C(CCC(=O)O)C(C)(F)F 4-(4-bromophenyl)-5,5-difluorohexanoic acid